citraconic anhydride C1(\C(\C)=C/C(=O)O1)=O